1-cyclopropyl-6-fluoro-5-iodo-1,3-benzodiazole C1(CC1)N1C=NC2=C1C=C(C(=C2)I)F